methyl (S)-2-(2,6-difluoro-4-((R)-3-(trifluoromethyl)morpholino) benzamido)-3-(7-(4,5-dimethylpyrimidin-2-yl)-1,3-dihydroisobenzofuran-4-yl)propanoate FC1=C(C(=O)N[C@H](C(=O)OC)CC2=C3COCC3=C(C=C2)C2=NC=C(C(=N2)C)C)C(=CC(=C1)N1[C@H](COCC1)C(F)(F)F)F